(2R,3R,4R,6R)-3-acetamido-4,5-dihydroxy-6-(hydroxymethyl)tetrahydro-2H-pyran C(C)(=O)N[C@@H]1CO[C@@H](C([C@@H]1O)O)CO